C(CCCCC(=O)O[C@@H]1[C@H]2[C@@]34CCN([C@@H]([C@@H]3C=C1)CC1=CC=C(C(=C14)O2)O)C)(=O)O[C@@H]2[C@H]1[C@@]43CCN([C@@H]([C@@H]4C=C2)CC2=CC=C(C(=C23)O1)O)C bis((4R,4aR,7S,7aR,12bS)-9-hydroxy-3-methyl-2,3,4,4a,7,7a-hexahydro-1H-4,12-methanobenzofuro[3,2-e]isoquinolin-7-yl) adipate